2-methylthio-4,6-di(isopropylamino)-1,3,5-triazine CSC1=NC(=NC(=N1)NC(C)C)NC(C)C